4-Amino-cyclohexanecarboxylic acid [2-(2,3-dihydro-benzo[1,4]dioxin-5-yl)-6-methoxy-pyridin-4-yl]-amide O1CCOC2=C1C=CC=C2C2=NC(=CC(=C2)NC(=O)C2CCC(CC2)N)OC